COC(=O)C=1C(C=C2N(C(CC3=CC(=C(C=C23)Cl)OCCCOC)C(C)C)C1)=NO 10-chloro-2-(hydroxyimino)-6-isopropyl-9-(3-methoxypropoxy)-6H,7H-pyrido[2,1-a]Isoquinoline-3-carboxylic acid methyl ester